2-amino-1-(4-chlorophenyl)-1-(4-(3-(pyridin-3-yl)-1H-pyrrolo[2,3-b]pyridin-4-yl)phenyl)ethan-1-ol NCC(O)(C1=CC=C(C=C1)C1=C2C(=NC=C1)NC=C2C=2C=NC=CC2)C2=CC=C(C=C2)Cl